dimethyl (1r,4r)-1,4-dimethylcyclohexane-1,4-dicarboxylate CC1(CCC(CC1)(C(=O)OC)C)C(=O)OC